NCC=1C=CC(=C2CN(C(C12)=O)N1C(CCC1=O)=O)F (7-(aminomethyl)-4-fluoro-1-oxoisoindolin-2-yl)pyrrolidine-2,5-dione